[Cl-].C(C(=C)C)(=O)NCCC[N+](C)(C)C [3-(methacrylamido)propyl]trimethyl-ammonium chloride